L-5-carbamoylnorvaline C(N)(=O)CCC[C@H](N)C(=O)O